(4-(benzyloxy)butyl)-3-fluoropyrrolidine-1-carboxylic acid tert-butyl ester C(C)(C)(C)OC(=O)N1C(C(CC1)F)CCCCOCC1=CC=CC=C1